8-methoxy-3-(2-morpholinoethoxy)-6H-benzo[c]benzopyran-6-one COC=1C=CC2=C(C(OC3=C2C=CC(=C3)OCCN3CCOCC3)=O)C1